(R)-2-methoxy-2-phenylacetamide CO[C@@H](C(=O)N)C1=CC=CC=C1